N-(2-(2,6-dioxopiperidin-3-yl)-6-methoxy-1-oxoisoindolin-4-yl)acetamide O=C1NC(CCC1N1C(C2=CC(=CC(=C2C1)NC(C)=O)OC)=O)=O